C1(CC1)C=1C(=NC(=NC1)NC=1C(=NN(C1)CCN(C)C)C)NCCCN1C(COCCC1)=O 4-(3-((5-cyclopropyl-2-((1-(2-(dimethylamino)ethyl)-3-methyl-1H-pyrazol-4-yl)amino)pyrimidin-4-yl)amino)propyl)-1,4-oxazepan-3-one